2-[(2R)-3-(3,4-dihydro-1H-isoquinolin-2-yl)-2-hydroxy-propyl]-6-(3,4-dimethyl-5-oxo-piperazin-1-yl)-3,4-dihydroisoquinolin-1-one C1N(CCC2=CC=CC=C12)C[C@H](CN1C(C2=CC=C(C=C2CC1)N1CC(N(C(C1)=O)C)C)=O)O